3-(4-(8-Chloro-7-((2-methyl-1-((2-(trimethylsilyl)ethoxy)methyl)-1H-benzo[d]imidazol-6-yl)oxy)quinoxalin-2-yl)-1H-pyrazol-1-yl)cyclobutan-1-one ClC=1C(=CC=C2N=CC(=NC12)C=1C=NN(C1)C1CC(C1)=O)OC=1C=CC2=C(N(C(=N2)C)COCC[Si](C)(C)C)C1